BrC=1C=C(C=CC1)C=1N=CC2=C(N1)C(NC=C2)=O 2-(3-bromophenyl)pyrido[3,4-d]pyrimidin-8(7H)-one